FC1=C(OC2=C(C=C(C=C2)S(=O)(=O)C)C=2C3=C(C(N(C2)C)=O)NC(=C3)C(=O)NC=3SC=CN3)C=CC(=C1)F 4-[2-(2,4-difluorophenoxy)-5-(methylsulfonyl)phenyl]-6-methyl-7-oxo-N-(1,3-thiazol-2-yl)-6,7-dihydro-1H-pyrrolo[2,3-c]pyridine-2-carboxamide